FC1=CC=CC2=C1N=C(N2)C2=NSN=C2C 3-(7-fluoro-benzoimidazol-2-yl)-4-methyl-1,2,5-thiadiazole